N1=CN=CC2=CC=CC=C12 QUINAZOLIN